(2E)-5-[5-fluoro-2-[(1-methylsulfonyl-4-piperidyl)amino]pyrimidin-4-yl]-4-methyl-thiazole-2-carbaldehyde oxime FC=1C(=NC(=NC1)NC1CCN(CC1)S(=O)(=O)C)C1=C(N=C(S1)C=NO)C